trans-N-((4-(4-chlorophenyl)-5-(4-(pyridin-2-yloxy)cyclohexyl)-4H-1,2,4-triazol-3-yl)methyl)-N-methylacetamide ClC1=CC=C(C=C1)N1C(=NN=C1[C@@H]1CC[C@H](CC1)OC1=NC=CC=C1)CN(C(C)=O)C